N-((2R)-1-(4-(3-chlorophenyl)-2,4-dimethyl-1,3-dioxo-2,8-diazaspiro[4.5]decan-8-yl)-3-methyl-1-oxobutan-2-yl)-2-fluoro-5-(trifluoromethyl)benzamide ClC=1C=C(C=CC1)C1(C(N(C(C12CCN(CC2)C([C@@H](C(C)C)NC(C2=C(C=CC(=C2)C(F)(F)F)F)=O)=O)=O)C)=O)C